C(#N)[C@H]1N(CSC1)C(CNC(=O)C1=CC=NC2=CC=C(C=C12)N1CC(C1)(F)CC)=O (R)-N-(2-(4-Cyanothiazolidin-3-yl)-2-oxoethyl)-6-(3-ethyl-3-fluoro-azetidin-1-yl)quinoline-4-carboxamide